2-butyl-phenyl-phosphine C(CCC)C1=C(C=CC=C1)P